N-methylbicyclo[1.1.1]pentan-1-amine CNC12CC(C1)C2